1-(6-(4-isopropyl-4H-1,2,4-triazol-3-yl)pyridin-2-yl)-3-(quinolin-4-yl)urea C(C)(C)N1C(=NN=C1)C1=CC=CC(=N1)NC(=O)NC1=CC=NC2=CC=CC=C12